5-Methoxybenzo[d][1,3]dioxole-4-sulfonamide COC1=C(C2=C(OCO2)C=C1)S(=O)(=O)N